FC1(C[C@@H](N(C1)[C@@H]1CN(CC1)C)C(=O)NC=1C=CC=C2C(=CNC12)C1=NC(=NC=C1C)NC=1C(=NN(C1)C)OC)F (2R,3'S)-4,4-Difluoro-N-(3-(2-((3-methoxy-1-methyl-1H-pyrazol-4-yl)amino)-5-methyl-pyrimidin-4-yl)-1H-indol-7-yl)-1'-methyl-[1,3'-bipyrrolidine]-2-carboxamide